1-pyridine-2-yl-1,4-butanediamine N1=C(C=CC=C1)C(CCCN)N